COC=CC=1C(NC(N([C@H]2C[C@H](O)[C@@H](CO)O2)C1)=O)=O 5-(2-methoxyvinyl)-2'-deoxyuridine